N1C=NC=C1C(=O)NN 1H-Imidazole-5-carbohydrazide